6-bromo-4-(5-methyl-7H-pyrrolo[2,3-d]pyrimidin-4-yl)-3,4-dihydro-2H-1,4-thiazine BrC1=CN(CCS1)C=1C2=C(N=CN1)NC=C2C